[3-(2-fluoroanilino)-1-(2,2,2-trifluoroethyl)pyrazolo[4,3-c]pyridin-6-yl]-(1,4-oxazepan-4-yl)methanone FC1=C(NC2=NN(C3=C2C=NC(=C3)C(=O)N3CCOCCC3)CC(F)(F)F)C=CC=C1